methyl (S)-2-(4-(6-((5-bromothiazol-2-yl)methoxy)pyridin-2-yl)-2,5-difluorobenzyl)-1-(oxetan-2-ylmethyl)-1H-benzo[d]imidazole-6-carboxylate BrC1=CN=C(S1)COC1=CC=CC(=N1)C1=CC(=C(CC2=NC3=C(N2C[C@H]2OCC2)C=C(C=C3)C(=O)OC)C=C1F)F